ClC1=CC=C(C=N1)S(=O)(=O)N1CC2(CCC1)CCN(CC2)C(=O)OC(C)(C)C tert-Butyl 2-((6-chloropyridin-3-yl)sulfonyl)-2,9-diazaspiro[5.5]undecane-9-carboxylate